BrC=1C=CC2=C(N(C(CN(C2=O)CC2=CC(=CC=C2)OC)=O)C)C1 8-bromo-4-(3-methoxybenzyl)-1-methyl-3,4-dihydro-1H-benzo[e][1,4]diazepine-2,5-dione